(E)-3-(5-methyl-1,3,4-thiadiazol-2-yl)prop-2-enal CC1=NN=C(S1)/C=C/C=O